CN1C(C2=C(C(=C1)C1=C(C=CC(=C1)S(=O)(=O)C)OCC1(CC1)C)C=CN2)=O 6-methyl-4-{2-[(1-methylcyclopropyl)methoxy]-5-(methylsulfonyl)phenyl}-1,6-dihydro-7H-pyrrolo[2,3-c]pyridin-7-one